4,6-dimethyloctadecyloxymethyl ether CC(CCCOCOCOCCCC(CC(CCCCCCCCCCCC)C)C)CC(CCCCCCCCCCCC)C